4-cyclohexyl-2-methoxy-1-((2-(trimethylsilyl)ethoxy)methyl)-1H-imidazole C1(CCCCC1)C=1N=C(N(C1)COCC[Si](C)(C)C)OC